CC1=CC=C(C=C1)NC1=C2N=CNC2=NC(=N1)N N6-(4-methylphenyl)-9H-purine-2,6-diamine